FC(C(CCCC)=O)(F)C=1C(=C(C=CC1)[C@@H](C)NC(OC(C)(C)C)=O)F Tert-butyl {(1R)-1-[3-(1,1-difluoro-2-oxohexyl)-2-fluorophenyl]ethyl}carbamate